S(=O)(=O)([O-])[O-].[NH4+].C(C=C)OCCCCCCCCCCC.[NH4+] allyl-undecylether ammonium sulfate